(Z)-1-(4-(1-(4-(cyanomethoxy)phenyl)-1H-1,2,4-triazol-3-yl)-2-fluorophenyl)-3-(3-(2-(1-methoxyethyl)-5-methylphenyl)-4-oxothiazolidin-2-ylidene)urea C(#N)COC1=CC=C(C=C1)N1N=C(N=C1)C1=CC(=C(C=C1)NC(=O)\N=C\1/SCC(N1C1=C(C=CC(=C1)C)C(C)OC)=O)F